C(C)(C)(C)OC(=O)O[C@@H]1[C@H]([C@H](N(C1)C(=O)OC(C)(C)C)CC1=CC=C(C=C1)C1=CN2C(S1)=NC=C2)O tert-butyl (2R,3S,4S)-4-[(tert-butoxycarbonyl)oxy]-3-hydroxy-2-[(4-{imidazo[2,1-b][1,3]thiazol-2-yl}phenyl)methyl]pyrrolidine-1-carboxylate